BrC1=NN2C(N(C(CC2)=O)CC2=CC=C(C=C2)C=2N(C=C(N2)C(F)(F)F)C)=C1C 2-bromo-3-methyl-4-(4-(1-methyl-4-(trifluoromethyl)-1H-imidazol-2-yl)benzyl)-6,7-dihydropyrazolo[1,5-a]pyrimidin-5(4H)-one